3-(6-(4-((Dimethylamino)methyl)piperidin-1-yl)-1-methyl-1H-pyrazolo[3,4-d]pyrimidin-3-yl)-2,6-difluoro-5-(trifluoromethyl)phenol CN(C)CC1CCN(CC1)C1=NC=C2C(=N1)N(N=C2C=2C(=C(C(=C(C2)C(F)(F)F)F)O)F)C